((S)-4-(4-amino-6-(6-ethynyl-4-methylpyridin-3-yl)-7-methyl-7H-pyrrolo[2,3-d]pyrimidin-5-yl)cyclohex-3-en-1-yl)((S)-2-(methoxymethyl)pyrrolidin-1-yl)methanone NC=1C2=C(N=CN1)N(C(=C2C2=CC[C@H](CC2)C(=O)N2[C@@H](CCC2)COC)C=2C=NC(=CC2C)C#C)C